5-{[(2S)-6,6-dimethylmorpholin-2-yl]methoxy}-7-[1-(oxetan-3-yl)-1H-pyrrol-3-yl]quinoline CC1(O[C@@H](CNC1)COC1=C2C=CC=NC2=CC(=C1)C1=CN(C=C1)C1COC1)C